[2,3'-bipyridine]-6-carbonitrile N1=C(C=CC=C1C#N)C=1C=NC=CC1